N1=C(C=CC=C1)O 2-pyridinol